ClC=1C(=NC(=NC1)NC1=CC(=CC(=C1)CN1CC(NC(C1)C)(C)C)C1CC1)C1=CNC2=CC(=CC=C12)C 5-chloro-N-(3-cyclopropyl-5-((3,3,5-trimethylpiperazin-1-yl)methyl)phenyl)-4-(6-methyl-1H-Indol-3-yl)pyrimidin-2-amine